1-Bromo-4-(chloromethylsulfonyl)benzol BrC1=CC=C(C=C1)S(=O)(=O)CCl